Tetradecanoic acid, 2,3-dihydroxypropyl ester C(CCCCCCCCCCCCC)(=O)OCC(CO)O